2,6-dimethyl-4-(pyrrolidin-2-ylmethyl)pyridine CC1=NC(=CC(=C1)CC1NCCC1)C